N-(2-(2-ethoxy-6-methoxy-1H-benzimidazol-1-yl)ethyl)propionamide C(C)OC1=NC2=C(N1CCNC(CC)=O)C=C(C=C2)OC